CC1=CC=C(C=C1)S(=O)(=O)O.CN(C1=CC=C2C(=C3C(O2)=CC=CC(=C3)NC(=O)C3=CC=NC2=CC=CC=C32)C1)C N-(N,N-dimethyl-2-aminocyclohepta[b]benzofur-9-yl)quinoline-4-carboxamide p-toluenesulfonate